C(C)(=O)N trans-acetamide